1-(4-bromo-3-methylbenzyl)guanidine hydrochloride Cl.BrC1=C(C=C(CNC(=N)N)C=C1)C